((R)-3-(4-chlorophenyl)pyrrolidin-1-yl)(4-((R)-2-hydroxy-3-(2H-1,2,3-triazol-2-yl)propoxy)phenyl)methanone ClC1=CC=C(C=C1)[C@@H]1CN(CC1)C(=O)C1=CC=C(C=C1)OC[C@@H](CN1N=CC=N1)O